CCC(C)(C)ONC1=C(C(=CC(=C1)OC)OCCC)N (3-isopentyloxy)-4-methoxy-6-n-propoxy-1,2-phenylenediamine